CC(CCC(O)C1=CC(=C(C(=C1)Cl)Cl)Cl)C 4-methyl-1-(3,4,5-trichlorophenyl)pentan-1-ol